FC1=CC=CC(=N1)N1C(N([C@@H](C1)C#N)C1=CN=CC2=CC=CC=C12)=O (S)-1-(6-fluoropyridin-2-yl)-3-(isoquinolin-4-yl)-2-oxoimidazolidine-4-carbonitrile